NC=1C(=CC=CC1)C(=O)OC methyl 2-anilinecarboxylate